C(C(C)C)(=O)C1=C(C=C(C=C1)OC)N1CCC(CC1)COC1=NC=CC=C1 2-((1-(2-isobutyryl-5-methoxyphenyl)piperidin-4-yl)methoxy)pyridin